Nonan-7-ol CCCCCCC(CC)O